7-(1-methacryloylpiperidin-4-yl)-2-(4-phenoxyphenyl)-1H-imidazo[1,2-b]pyrazole-3-carboxamide C(C(=C)C)(=O)N1CCC(CC1)C1=C2N(N=C1)C(=C(N2)C2=CC=C(C=C2)OC2=CC=CC=C2)C(=O)N